CC1(OCC=2C1=NC=CC2)C 7,7-dimethyl-5H,7H-furo[3,4-b]Pyridine